C(C1=CC=CC=C1)N1CCC(CC1)COC=1N=C(SC1C(=O)NC)C1=CC(=NC=C1)NC(=O)C1CC1 4-((1-benzyl-piperidin-4-yl)methoxy)-2-(2-(cyclopropanecarboxamido)pyridin-4-yl)-N-methylthiazole-5-carboxamide